N-oleyl-12-hydroxystearyl-stearamide C(CCCCCCC\C=C/CCCCCCCC)NC(C(CCCCCCCCCCCCCCCC)CCCCCCCCCCCC(CCCCCC)O)=O